C(C)N1C(N(N=C(C1=O)C#N)C1=CC=CC=C1)=O 4-ethyl-3,5-dioxo-2-phenyl-2,3,4,5-tetrahydro-1,2,4-triazine-6-carbonitrile